C(C)(C)N1N=C(N=C1C=O)C 2-isopropyl-5-methyl-1,2,4-triazole-3-carbaldehyde